5-methoxy-2,4-dimethyl-3-nitroaniline COC=1C(=C(C(=C(N)C1)C)[N+](=O)[O-])C